C(C=CC1=CC=CC=C1)(=O)N anti-cinnamamide